FC1=CC=C(C=C1)P(C1=NC=CC2=CC=CC=C12)(C1=CC=C(C=C1)F)=O bis(4-fluorophenyl)(isoquinolin-1-yl)phosphine oxide